methyl (4S,5S)-5-((R)-2-(benzyloxy)-1-((diphenyl-methylene) amino) ethyl)-2,2-dimethyl-1,3-dioxolane-4-carboxylate C(C1=CC=CC=C1)OC[C@@H](N=C(C1=CC=CC=C1)C1=CC=CC=C1)[C@H]1[C@H](OC(O1)(C)C)C(=O)OC